C(C)(C)(C)OC(=O)N1C[C@@H]([C@H](C1)NC1=NC=CC(=N1)C1=CN=C2N1C=CC(=C2)OC(C)C)F.COCC2=C(C=CC=C2)I o-methoxymethyl-iodobenzene tert-butyl-(3S,4S)-3-fluoro-4-[[4-(7-isopropoxyimidazo[1,2-a]pyridin-3-yl)pyrimidin-2-yl]amino]pyrrolidine-1-carboxylate